C1(=CC=C(C=C1)CCC1=C(SC(=C1Br)C)C)C1=CC=CC=C1 3-(2-([1,1'-biphenyl]-4-yl)ethyl)-4-bromo-2,5-dimethylthiophene